FC1(CN(CC1)C(=O)C=1C=C(C=CC1)[C@@H]1[C@H](C1)C=1C=2N(N=C(C1)C=1C(NC(NC1)=O)=O)C=CN2)F 5-(8-((1S,2S)-2-(3-(3,3-difluoropyrrolidine-1-carbonyl)phenyl)cyclopropyl)imidazo[1,2-b]pyridazin-6-yl)pyrimidine-2,4(1H,3H)-dione